BrC1=CC(=CN2C1=NC(=C(C2=O)C)N2CCC(CC2)(F)F)C 9-bromo-2-(4,4-difluoropiperidin-1-yl)-3,7-dimethyl-4H-pyrido[1,2-a]pyrimidin-4-one